N1C=C(C2=CC=C3C(=C12)CCC3)S(=O)(=O)Cl 1,6,7,8-Tetrahydrocyclopenta[g]indole-3-sulfonyl chloride